2-((6,7-Dichloro-1-(1-(2-hydroxyethyl)-1H-1,2,3-triazol-4-yl)-3-(1-(tetrahydro-2H-pyran-2-yl)-1H-pyrazol-4-yl)-1H-indol-4-yl)oxy)acetonitrile ClC1=CC(=C2C(=CN(C2=C1Cl)C=1N=NN(C1)CCO)C=1C=NN(C1)C1OCCCC1)OCC#N